formamidine trilead [Pb].[Pb].[Pb].C(=N)N